N1=CN=C2N=CNC2=C1N[C@@H]1[C@H]([C@@H]([C@H]([C@@H](O1)CO)NC(CCNC(CCCCCCCCCCCCCC)=O)=O)O)O N-(3-(((2R,3R,4R,5S,6S)-6-((7H-purin-6-yl)amino)-4,5-dihydroxy-2-(hydroxymethyl)tetrahydro-2H-pyran-3-yl)amino)-3-oxopropyl)pentadecanamide